5-(2-methoxyphenyl)-4H-[1,2,4]-triazole-3-thiol COC1=C(C=CC=C1)C=1NC(=NN1)S